[8-(2-chlorophenyl)-7-(4-chlorophenyl)-2,6-dioxo-3H-purin-1-yl]acetic acid ClC1=C(C=CC=C1)C1=NC=2NC(N(C(C2N1C1=CC=C(C=C1)Cl)=O)CC(=O)O)=O